(S)-1-[5-Bromo-4-methyl-2-(morpholin-2-ylmethoxy)phenyl]-3-(5-methylpyrazin-2-yl)urea BrC=1C(=CC(=C(C1)NC(=O)NC1=NC=C(N=C1)C)OC[C@@H]1CNCCO1)C